2-(6-(benzylthio)-8-bromoimidazo[1,2-a]pyridin-3-yl)-5-(difluoromethyl)-1,3,4-thiadiazole C(C1=CC=CC=C1)SC=1C=C(C=2N(C1)C(=CN2)C=2SC(=NN2)C(F)F)Br